C(#N)C[C@@H](CO)NC1CN(CC1)C(=O)OC(C)(C)C tert-butyl 3-[[(1S)-1-(cyanomethyl)-2-hydroxy-ethyl]amino]pyrrolidine-1-carboxylate